methyl 1-(5-bromopyridin-2-yl)piperidine-4-carboxylate BrC=1C=CC(=NC1)N1CCC(CC1)C(=O)OC